2-(2-(2-chloroethoxy)ethoxy)ethan-1-ol ClCCOCCOCCO